COC(=O)C12C(CC(CC1)CC2)C2=CC=C(C=C2)C(=C)C (4-(prop-1-en-2-yl)phenyl)bicyclo[2.2.2]octane-1-carboxylic acid methyl ester